[Na+].C(C)C(COC(C(CC(=O)OCC(CCCC)CC)S(=O)(=O)[O-])=O)CCCC sulfosuccinic acid bis(2-ethylhexyl) ester, sodium salt